dl-1,3,5-trisFluorophenyl-titanium dichloride [Cl-].[Cl-].FC1(CC(=CC(=C1)F)F)[Ti+2]